N-salicyloyl-N'-salicyloyl-hydrazine C(C=1C(O)=CC=CC1)(=O)NNC(C=1C(O)=CC=CC1)=O